(9-phenyl-9H-fluoren-9-yl)-L-aspartic acid 4-(tert-butyl) 1-methyl ester COC([C@@H](NC1(C2=CC=CC=C2C=2C=CC=CC12)C1=CC=CC=C1)CC(=O)OC(C)(C)C)=O